C(C)(C)(C)OC(=O)N1CC(C1)C(NC(C)(C)C1=CN=C2N1C=CC=C2)=O 3-((2-(imidazo[1,2-a]pyridin-3-yl)propan-2-yl)carbamoyl)azetidine-1-carboxylic acid tert-butyl ester